[O].[Fe].[Ni].ClCC1=NC(=CC(=N1)O)C(C(F)(F)F)(F)F 2-(chloromethyl)-6-(perfluoroethyl)pyrimidin-4-ol Nickel-iron oxygen